16-{3-[(2,2-dimethoxyethyl)carbamoyl]phenyl}-3-oxa-9λ5,23-diazaheptacyclo[17.7.1.15,9.02,17.04,15.023,27.013,28]octacosa-1(27),2(17),4,9(28),13,15,18-heptaen-9-ylium COC(CNC(=O)C=1C=C(C=CC1)C1=C2C=C3CCC[N+]=4CCCC(=C2OC=2C=5CCCN6CCCC(=CC12)C56)C43)OC